N-[2-(4,4-difluorocyclohexyl)-4-(2,5-difluorophenyl)-3-pyridinyl]-2-isopropyl-pyrimidine-5-carboxamide FC1(CCC(CC1)C1=NC=CC(=C1NC(=O)C=1C=NC(=NC1)C(C)C)C1=C(C=CC(=C1)F)F)F